CC1=C(C=C(S1)C(=O)O)C1=NC=NC=2NC(CN(C12)C)=O 5-methyl-4-(5-methyl-7-oxo-5,6,7,8-tetrahydropteridin-4-yl)thiophene-2-carboxylic acid